4-((2-hydroxyethyl)sulphonamido)-5-methyl-N-(3-(N-methylsulfamoyl)phenyl)-2-(6-azaspiro[2.5]octan-6-yl)benzamide OCCS(=O)(=O)NC1=CC(=C(C(=O)NC2=CC(=CC=C2)S(NC)(=O)=O)C=C1C)N1CCC2(CC2)CC1